BrC=1C(=NOC1C)OC[C@H](C1=C(C=CC=C1)F)NC(OC(C)(C)C)=O tert-butyl (S)-(2-((4-bromo-5-methylisoxazol-3-yl)oxy)-1-(2-fluorophenyl)ethyl)carbamate